FC(C(=O)O)(F)F.NCCOCCOCCNC1=C2C(N(C(C2=CC=C1)=O)C1C(NC(CC1)=O)=O)=O 4-([2-[2-(2-aminoethoxy)ethoxy]ethyl]amino)-2-(2,6-dioxopiperidin-3-yl)isoindole-1,3-dione trifluoroacetic acid salt